hydroxy-ethylpiperidine CCN1CCCCC1O